[Ni].FC(C(=O)CC(=O)C)(F)F 1-trifluoroacetyl-acetone nickel